2,2'-biquinoline-4,4'-dicarboxylic acid sodium salt [Na+].N1=C(C=C(C2=CC=CC=C12)C(=O)[O-])C1=NC2=CC=CC=C2C(=C1)C(=O)[O-].[Na+]